(+)-2-(6-methoxy-2-naphthyl)propionic acid C[C@@H](C1=CC2=C(C=C1)C=C(C=C2)OC)C(=O)O